COC(C1=CC(=C(C(=C1)I)N)OC1CC1)=O 4-amino-3-(cyclopropyloxy)-5-iodobenzoic acid methyl ester